C1(CC1)N1CC(C1)(C)[C@@](C=1C=C(C=NC1)CC(C#C)(O)C1=NC(=CC=C1)C)(C1=CC=C(C=C1)C(C)C)O {5-[(R)-(1-Cyclopropyl-3-methyl-azetidin-3-yl)-hydroxy-(4-isopropyl-phenyl)-methyl]-pyridin-3-yl}-2-(6-methyl-pyridin-2-yl)-but-3-yn-2-ol